C(C)OC1=C(C=C(C(=O)OCC)C=C1)OC Ethyl 4-ethoxy-3-methoxybenzoate